(6-methoxypyridazin-3-yl)methanol COC1=CC=C(N=N1)CO